(3S)-4-acetyl-6-fluoro-3-methyl-3,5-dihydro-2H-1,4-benzoxazepine-8-carbonitrile C(C)(=O)N1[C@H](COC2=C(C1)C(=CC(=C2)C#N)F)C